OC[C@@H](C1=CC=C(C=C1)C1=C(N=CS1)C)NC(OC(C)(C)C)=O tert-butyl N-[(1R)-2-hydroxy-1-[4-(4-methyl-1,3-thiazol-5-yl)phenyl]ethyl]carbamate